[N+](=O)([O-])[O-].[Mg+2].[N+](=O)([O-])[O-] Magnesium nitrate salt